(Z)-tert-butyl 4-(1-cyano-2-((cyanomethyl)(4-((4-(trifluoromethyl)pyridin-2-yl)carbamoyl)phenyl)amino)vinyl)piperidine-1-carboxylate C(#N)\C(=C/N(C1=CC=C(C=C1)C(NC1=NC=CC(=C1)C(F)(F)F)=O)CC#N)\C1CCN(CC1)C(=O)OC(C)(C)C